2-[(tert-butyldimethylsilyl)oxy]ethanol [Si](C)(C)(C(C)(C)C)OCCO